ethyl-1-methylpentyl-aluminum phosphinate [PH2]([O-])=O.C(C)[Al+]C(CCCC)C